(3s,4r)-4-amino-3-methoxypiperidine-1-carboxylate N[C@H]1[C@H](CN(CC1)C(=O)[O-])OC